methyl 1-methyl-5-(2-oxopiperidin-1-yl)-1H-pyrrole-3-carboxylate CN1C=C(C=C1N1C(CCCC1)=O)C(=O)OC